bisethoxybiphenol methyl-1-benzyl-4,4-diethoxypiperidine-2-carboxylate CC1(N(CCC(C1)(OCC)OCC)CC1=CC=CC=C1)C(=O)O.C(C)OC=1C(=C(C(=CC1)O)C=1C(=CC=CC1)O)OCC